N1C(CCCC1)CO 2-piperidinemethanol